FC(S(=O)(=O)ON1C(CCC1=O)=O)(F)F N-(trifluoromethylsulfonyl-oxy)succinimide